2-(tert-butyl) 3-ethyl (1S,3S,5R)-5-((2-azidoethoxy)methyl)-2-azabicyclo[3.1.0]hexane-2,3-dicarboxylate N(=[N+]=[N-])CCOC[C@@]12C[C@H](N([C@H]2C1)C(=O)OC(C)(C)C)C(=O)OCC